4-(3-Chloroanilino)-2'-[(2R)-3-hydroxy-2-methylpropyl]-2',3'-dihydrospiro[cyclohexane-1,1'-indene]-4-carboxylic acid ClC=1C=C(NC2(CCC3(C(CC4=CC=CC=C34)C[C@H](CO)C)CC2)C(=O)O)C=CC1